2-(((tert-butyldimethylsilyl)oxy)methyl)-7-(1-(1-(tert-butyl-sulfonyl)-1-azaspiro[4.4]nonan-3-yl)-6-chloro-1,2,3,4-tetrahydroquinolin-8-yl)thieno[3,2-b]pyridine [Si](C)(C)(C(C)(C)C)OCC1=CC2=NC=CC(=C2S1)C=1C=C(C=C2CCCN(C12)C1CN(C2(C1)CCCC2)S(=O)(=O)C(C)(C)C)Cl